(E)-2-(4-cyano-2-methylphenyl)-3-(dimethylamino)acrylic acid ethyl ester C(C)OC(\C(=C\N(C)C)\C1=C(C=C(C=C1)C#N)C)=O